C(C)(C)(C)OC(=O)N1CC(C1)C1=C(C(=NC=C1)C#N)OC 3-(2-cyano-3-methoxypyridin-4-yl)azetidine-1-carboxylic acid tert-butyl ester